C1(CC1)[C@H](C(C)(C)O)N1CC2=CC=CC(=C2C1=O)NC(=O)C1=CC=CC=2N=CSC21 (R)-N-(2-(1-cyclopropyl-2-hydroxy-2-methylpropyl)-3-oxoisoindolin-4-yl)benzo[d]thiazole-7-carboxamide